[3-(trifluoromethyl)-1,2,4-triazol-1-yl]methane FC(C1=NN(C=N1)C)(F)F